C1(=CC=C(C=C1)C(CC(C(F)(F)F)=O)=O)C1=CC=CC=C1 1-([1,1'-biphenyl]-4-yl)-4,4,4-trifluorobutane-1,3-dione